COC1=CC=C(C=C1)CNC=1C(=NC=C(C1)N1CCOCC1)C(=O)N 3-[(4-methoxyphenyl)methylamino]-5-morpholino-pyridine-2-carboxamide